BrC1=C(C(=CC(=C1)C)[N+](=O)[O-])NC(OC(C)(C)C)=O tert-butyl (2-bromo-4-methyl-6-nitrophenyl)carbamate